CN1N=C(C2=CC=C(C=C12)N1CCN(CC1)C(C)(CCCC1CCC(CC1)OC1=C(C(=CC=C1)B1OC(C(O1)(C)C)(C)C)C)C)C1C(NC(CC1)=O)=O 3-(1-methyl-6-(4-(2-methyl-5-((1r,4s)-4-(2-methyl-3-(4,4,5,5-tetramethyl-1,3,2-dioxaborolan-2-yl)phenoxy)cyclohexyl)pentan-2-yl)piperazin-1-yl)-1H-indazol-3-yl)piperidine-2,6-dione